N=1C(=CN2C1C=CC(=C2)C(=O)OCC)C(=O)OC(C)(C)C 2-tert-butyl 6-ethyl imidazo[1,2-a]pyridine-2,6-dicarboxylate